2-(3-((7R,8aS)-7-fluorohexahydropyrrolo[1,2-a]pyrazin-2(1H)-yl)-1-(5-methyl-2-((1-methyl-1H-pyrazol-4-yl)amino)pyrimidin-4-yl)azetidin-3-yl)acetonitrile monotosylate S(=O)(=O)(O)C1=CC=C(C)C=C1.F[C@@H]1C[C@@H]2N(CCN(C2)C2(CN(C2)C2=NC(=NC=C2C)NC=2C=NN(C2)C)CC#N)C1